ClC=1C=C(C=CC1)N1C(N=C2C(C1=O)=CC=CN2CC=2C=NC(=CC2)Cl)=O 3-(3-chlorophenyl)-8-((6-chloropyridin-3-yl)methyl)pyrido[2,3-d]pyrimidine-2,4(3H,8H)-dione